COC1=C(C=CC=C1)C1(N=C(C(=N1)C1=CC=CC=C1)C1=CC=CC=C1)C1(N=C(C(=N1)C1=CC=CC=C1)C1=CC=CC=C1)C1=C(C=CC=C1)OC bis(o-methoxyphenyl)-4,4',5,5'-tetraphenylbiimidazole